N-(4-(4-amino-5-(4-(cyclopentylmethyl-sulfonyl)phenyl)-7-methyl-7H-pyrrolo[2,3-d]pyrimidin-6-yl)phenyl)methacrylamide NC=1C2=C(N=CN1)N(C(=C2C2=CC=C(C=C2)S(=O)(=O)CC2CCCC2)C2=CC=C(C=C2)NC(C(=C)C)=O)C